NC1=C(C=C(C=C1F)C#C)F 4-amino-3,5-difluorophenylacetylene